FC1(C(C(=CC(=C1)F)F)C(=O)C(O)C1=CC=CC=C1)CCN 2,4,6-trifluoro-benzoinethanamine